tert-Butyl 6-(4-(N-methylsulfamoyl)phenyl)pyridin-2-ylcarbamate CNS(=O)(=O)C1=CC=C(C=C1)C1=CC=CC(=N1)NC(OC(C)(C)C)=O